(S)-3-(5-fluoropyridin-2-yl)-N-(7-(3-hydroxyl-3-methylbut-1-yn-1-yl)-5-methyl-4-oxo-2,3,4,5-tetrahydrobenzo[b][1,4]oxazepine-3-yl)imidazo[2,1-b]thiazole-6-carboxamide FC=1C=CC(=NC1)C=1N2C(SC1)=NC(=C2)C(=O)N[C@@H]2C(N(C1=C(OC2)C=CC(=C1)C#CC(C)(C)O)C)=O